(4-[[1-(2,6-Dioxopiperidin-3-yl)-3-methyl-2-oxo-1,3-benzodiazol-5-yl]methyl]piperidin-1-yl)acetic acid O=C1NC(CCC1N1C(N(C2=C1C=CC(=C2)CC2CCN(CC2)CC(=O)O)C)=O)=O